BrC1=CC(=C(C=C1)NC(=O)C1CCC(CC1)(F)F)NCCOCC N-(4-bromo-2-((2-ethoxyethyl)amino)phenyl)-4,4-difluorocyclohexane-1-carboxamide